C(C)N(CCC1=CNC2=CC(=CC(=C12)OC)C)C N-ethyl-2-(4-methoxy-6-methyl-1H-indol-3-yl)-N-methylethan-1-amine